N-Isopropyldiethanolamin C(C)(C)N(CCO)CCO